O=C1NC(CCC1N1C(C2=CC=C(C=C2C1=O)OCCOCCOCCOCCOCCOC1=NC=C(C=C1F)C=1C=CC=2C3=C(N(C2C1)C)C=CN=C3)=O)=O 2-(2,6-dioxopiperidin-3-yl)-5-((14-((3-fluoro-5-(5-methyl-5H-pyrido[4,3-b]indol-7-yl)pyridin-2-yl)oxy)-3,6,9,12-tetraoxatetradecyl)oxy)isoindoline-1,3-dione